(4-(4-methyl-3-(morpholinosulfonyl)phenyl)pyridin-2-yl)morpholine CC1=C(C=C(C=C1)C1=CC(=NC=C1)N1CCOCC1)S(=O)(=O)N1CCOCC1